1-(3-(4-((3-chloro-2-fluorophenyl)amino)pyrido[3,2-d]pyrimidin-6-yl)tetrahydropyrimidin-1(2H)-yl)prop-2-en-1-on ClC=1C(=C(C=CC1)NC=1C2=C(N=CN1)C=CC(=N2)N2CN(CCC2)C(C=C)=O)F